N-cyclopropyl-7-(methylamino)-5-((4-(methylcarbamoyl)thiophen-3-yl)amino)pyrazolo[1,5-a]pyrimidine-3-carboxamide C1(CC1)NC(=O)C=1C=NN2C1N=C(C=C2NC)NC2=CSC=C2C(NC)=O